1,2,3-BENZOTHIADIAZOLE-5-CARBOXALDEHYDE S1N=NC2=C1C=CC(=C2)C=O